C1(=CC=CC=C1)CCCOC(=O)C1=NN(C2=CC=CC(=C2C1=O)S(=O)(=O)C)C1=CC=C(C=C1)OC(F)(F)F 5-methylsulfonyl-4-oxo-1-[4-(trifluoromethoxy)phenyl]cinnoline-3-carboxylic acid 3-phenylpropyl ester